2-(cyclohexyloxy)-acetic acid 2-propen-1-yl ester C(C=C)OC(COC1CCCCC1)=O